C(CCCCCCCC)NC(CCCCCCCC)=O N-nonyl-nonanamide